C1=NC=C(C2=CC=CC=C12)N1C(N(C[C@@H]1C#N)C1=CC=C(C=C1)C(F)(F)F)=O |r| Racemic-3-(isoquinolin-4-yl)-2-oxo-1-(4-(trifluoromethyl)phenyl)imidazoline-4-carbonitrile